[Si](C)(C)(C(C)(C)C)OCC1CC=2C=CC(=NC2CC1)N 6-(((tert-butyldimethylsilyl)oxy)methyl)-5,6,7,8-tetrahydroquinolin-2-amine